FC1=CC=C(C=C1)N1C=NC2=C1C=CC=C2C(=O)N (4-fluorophenyl)-1H-benzo[d]Imidazole-4-carboxamide